C(C1=CC=CC=C1)N(CC1=CC=CC=C1)C1=CC=C(C(=O)O)C=C1 4-(N,N-dibenzylamino)-benzoic acid